4-(2-(benzyloxy)-3,5-difluorophenyl)cyclohexan-1-one C(C1=CC=CC=C1)OC1=C(C=C(C=C1F)F)C1CCC(CC1)=O